F[C@H]1[C@H](C1)C(=O)NC=1N=NC(=C(C1)NC1=C(C(=CC=C1)C1=NN(C=N1)C)OC)C(CC)=O (1R,2r)-2-fluoro-N-(5-((2-methoxy-3-(1-methyl-1H-1,2,4-triazol-3-yl)phenyl)amino)-6-propionylpyridazin-3-yl)cyclopropane-1-carboxamide